ClC=1C=NC=C(C1SC=1SC(=C(N1)C(F)(F)F)C(=O)NC=1C=CC2=C(S(C=C2)(=O)=O)C1)Cl 2-((3,5-dichloropyridin-4-yl)thio)-N-(1,1-dioxidobenzo[b]thiophen-6-yl)-4-(trifluoromethyl)thiazole-5-carboxamide